2-((1'R,2'R)-2,6-dihydroxy-5'-methyl-2'-(prop-1-ene-2-yl)-1',2',3',4'-tetrahydro-[1,1'-biphenyl]-4-yl)-1-morpholinoethanone OC1=C(C(=CC(=C1)CC(=O)N1CCOCC1)O)[C@H]1[C@@H](CCC(=C1)C)C(=C)C